2-(butyl-(2-(diethylamino)ethyl)amino)-1-ethanol C(CCC)N(CCO)CCN(CC)CC